4-[2-(4-hydroxyphenyl)-1,2-diphenylvinyl]Phenol OC1=CC=C(C=C1)C(=C(C1=CC=CC=C1)C1=CC=C(C=C1)O)C1=CC=CC=C1